2-[2-(p-butoxyphenyl)ethenyl]-4,6-bis(trichloromethyl)-s-triazine C(CCC)OC1=CC=C(C=C1)C=CC1=NC(=NC(=N1)C(Cl)(Cl)Cl)C(Cl)(Cl)Cl